isobutyrylcyanamide C(C(C)C)(=O)NC#N